1-(6-(chloromethyl)-3-cyclopropylquinolin-8-yl)-3-methylimidazole-2,4-dione ClCC=1C=C2C=C(C=NC2=C(C1)N1C(N(C(C1)=O)C)=O)C1CC1